NCC1=NNC(C2=CC=C(C=C12)C1=C(N(N=C1)C)C1=C(C#N)C(=CC(=C1F)Cl)OC1CC1)=O 2-[4-[4-(aminomethyl)-1-oxo-2H-phthalazin-6-yl]-2-methyl-pyrazol-3-yl]-4-chloro-6-(cyclopropoxy)-3-fluoro-benzonitrile